C(CCCCCCCCCCCCCCCCCCCCC)C(=O)CCCCCCCCCCCCCCCCCCCCCC di(docosyl) ketone